[Na].[Na].N[C@H](C(=O)O)CCC(=O)N[C@@H](CS)C(=O)NCC(=O)O glutathione disodium salt